7-bromo-3-nitroquinolin BrC1=CC=C2C=C(C=NC2=C1)[N+](=O)[O-]